COC(=O)C=1C(=CC=2CN(C(N3C2C1C=C3)=O)CC3=CC(=CC=C3)O)Cl 8-chloro-2-(3-hydroxybenzyl)-3-oxo-2,3-dihydro-1H-pyrrolo[3,2,1-ij]quinazolin-7-carboxylic acid methyl ester